ClC=1C=C2C(=C(NC2=CC1)C(=O)OCC)C=1N=NN(C1)CC1CCN(CC1)CCNS(=O)(=O)C1=CC=C(C=C1)C Ethyl 5-chloro-3-(1-((1-(2-((4-methylphenyl)sulfonamido)ethyl)piperidin-4-yl)methyl)-1H-1,2,3-triazol-4-yl)-1H-indole-2-carboxylate